N-{1-[(2,6-dichlorophenyl)methyl]-1H-pyrazol-3-yl}-2,6-difluorobenzamide ClC1=C(C(=CC=C1)Cl)CN1N=C(C=C1)NC(C1=C(C=CC=C1F)F)=O